6-(methoxymethyl)-9,9-dimethyl-2-(piperazin-1-ylmethyl)-9,10-dihydroacridine COCC=1C=C2NC=3C=CC(=CC3C(C2=CC1)(C)C)CN1CCNCC1